5-(2-(tert-butylamino)-2-oxoacetyl)-N-(3-cyano-4-fluorophenyl)-1,4-dimethyl-1H-pyrrole-3-carboxamide C(C)(C)(C)NC(C(=O)C1=C(C(=CN1C)C(=O)NC1=CC(=C(C=C1)F)C#N)C)=O